2',3,5'-trichloro-4-hydroxy-6-methyl-2H-[1,4'-bipyridine] ClC1=NC=C(C(=C1)N1CC(=C(C=C1C)O)Cl)Cl